BrC=1C=CC(=C(C1)C(C(=O)OC(C)(C)C)N1C(C=C(C(=C1)CCN1CC(C1)F)C(F)(F)F)=O)Cl tert-butyl 2-(5-bromo-2-chlorophenyl)-2-{5-[2-(3-fluoroazetidin-1-yl)ethyl]-2-oxo-4-(trifluoromethyl)pyridin-1-yl}acetate